CC(C[C@H](N)C(=O)O)C(=O)O.OC1=C(C=C(C=C1)C1(CCCCC1)C1=CC(=C(C=C1)O)C(C)C)C(C)C 1,1-bis(4-Hydroxy-3-isopropylphenyl)cyclohexane gamma-methyl-L-glutamate